4-{3-[2-(2,4-dimethyl-5,7-dihydro-6H-pyrrolo[3,4-b]pyridin-6-yl)-2-oxoethyl]azetidin-1-yl}-N,N-dimethylbenzamide CC1=CC(=C2C(=N1)CN(C2)C(CC2CN(C2)C2=CC=C(C(=O)N(C)C)C=C2)=O)C